1-(2-ethyl-4-fluorophenyl)-3-(2-methyl-6-oxo-1,6-dihydropyridin-3-yl)-6-(trifluoromethyl)-2,3-dihydropyrido[2,3-d]pyrimidin-4(1H)-one C(C)C1=C(C=CC(=C1)F)N1CN(C(C2=C1N=CC(=C2)C(F)(F)F)=O)C2=C(NC(C=C2)=O)C